C(C)(=O)C=1C=2C3=C(N(C(C2C=C(C1)C)=O)C)N(N=C3)C 9-Acetyl-3,4,7-trimethyl-3,4-dihydro-5H-pyrazolo[3,4-c]isoquinolin-5-one